C(C)(C)(C)C=1C=C(NN1)NC(=O)NC1=CC=C(C=C1)N1C=NC2=C1C=CC(=C2)OCCCCCC#C 1-(5-tert-butyl-2H-pyrazol-3-yl)-3-[4-(5-hept-6-ynyloxy-benzimidazol-1-yl)-phenyl]-urea